5-[4-(2-{1-[3-({4-[(3-chloro-4-fluorophenyl)amino]-6-methoxyquinazolin-7-yl}oxy)propyl]piperidin-4-yl}acetyl)piperazine-1-yl]-2-(2,6-dioxopyridine-3-yl)isoindole-1,3-dione ClC=1C=C(C=CC1F)NC1=NC=NC2=CC(=C(C=C12)OC)OCCCN1CCC(CC1)CC(=O)N1CCN(CC1)C=1C=C2C(N(C(C2=CC1)=O)C1C(NC(C=C1)=O)=O)=O